Ethyl 2-(5-(3-bromophenyl)-2-(cyclopropylmethyl)-1-(3-fluoro-4-aminosulfonylbenzyl)-1H-pyrrole-3-yl)-5-methylthiazole-4-carboxylate BrC=1C=C(C=CC1)C1=CC(=C(N1CC1=CC(=C(C=C1)S(=O)(=O)N)F)CC1CC1)C=1SC(=C(N1)C(=O)OCC)C